CNC(CCCCCCCCCCC)=O N-methyl-dodecanoic acid amide